NC=1C=C(C=C(C1)F)O 3-amino-5-fluorophenol